ClC1=C(C=C(C=C1)C1=NC=NC2=CC(=CC=C12)N1CCOCC1)C(C(=O)N)C=1N=NC(=CC1)OC 2-[2-Chloro-5-(7-morpholin-4-yl-quinazolin-4-yl)-phenyl]-2-(6-methoxy-pyridazin-3-yl)acetamide